N-(1-(3-(trifluoromethyl)benzyl)-1,2,3,4-tetrahydroquinolin-3-yl)acrylamide FC(C=1C=C(CN2CC(CC3=CC=CC=C23)NC(C=C)=O)C=CC1)(F)F